[N+](=O)([O-])C=1C(=NC=CC1)SSC1=NC=CC=C1[N+](=O)[O-] 3-nitro-2-pyridyl disulfide